4-fluoro-6-(2-imidazol-1-ylethoxy)indane-2-carbaldehyde FC1=C2CC(CC2=CC(=C1)OCCN1C=NC=C1)C=O